Cl.BrC1=C(NC=2C1=NC=CC2)C2=C(C=NC=C2)OCCNC 2-{[4-(3-bromo-1H-pyrrolo[3,2-b]pyridin-2-yl)pyridin-3-yl]oxy}-N-methylethanamine hydrochloride